4-amino-3-chloro-6-(4-ethynyl-3-fluorophenyl)-5-methylpyridine-2-carboxylic acid NC1=C(C(=NC(=C1C)C1=CC(=C(C=C1)C#C)F)C(=O)O)Cl